(3R,4S)-3-ethyl-3-fluoro-1-[4-({8-[3-(methanesulfonylmeth-yl)azetidin-1-yl]-5-(propan-2-yl)isoquinolin-3-yl}amino)pyrimidin-2-yl]piperidin-4-ol C(C)[C@]1(CN(CC[C@@H]1O)C1=NC=CC(=N1)NC=1N=CC2=C(C=CC(=C2C1)C(C)C)N1CC(C1)CS(=O)(=O)C)F